C1(CC1)C1=NC(=NC=C1OC)C=1N=NN(C1COC1OCCCC1)C 4-cyclopropyl-5-methoxy-2-(1-methyl-5-(((tetrahydro-2H-pyran-2-yl)oxy)methyl)-1H-1,2,3-triazol-4-yl)pyrimidine